N-((1R,2S)-2-methylcyclopentyl)-2-(pyridin-4-yl)pyrido[3,4-d]pyrimidin-4-amine C[C@@H]1[C@@H](CCC1)NC=1C2=C(N=C(N1)C1=CC=NC=C1)C=NC=C2